N8-(3-chloro-5-(trifluoromethyl)phenyl)-N2-(1-methylcyclobutyl)-9-(piperidin-4-yl)-9H-purine-2,8-diamine ClC=1C=C(C=C(C1)C(F)(F)F)NC=1N(C2=NC(=NC=C2N1)NC1(CCC1)C)C1CCNCC1